COC1=CC=C(C=C1)CN(S(=O)(=O)C1=CC(=C(C=C1)NC1=NC=CC(=C1)C(F)(F)F)C=1OC(=NN1)C)C N-[(4-methoxyphenyl)methyl]-N-methyl-3-(5-methyl-1,3,4-oxadiazol-2-yl)-4-[[4-(trifluoromethyl)-2-pyridyl]amino]benzenesulfonamide